diallyl 3,3,3-trifluoropropyl phosphate P(=O)(OCC=C)(OCC=C)OCCC(F)(F)F